C(CCC)N(CCCC)C(C[SiH2]C1=CC=C(C=C1)C(=C)C1=CC=CC=C1)N(CCCC)CCCC 1-{4-[bis(dibutylamino)ethylsilyl]phenyl}-1-phenylethene